C(#N)C=1C(=CC(=NC1)NC(=O)N1CCCC2=CC(=C(N=C12)C=O)CN1C(OCC1)=C=O)N1C[C@H](CC1)OC (S)-N-(5-Cyano-4-(3-methoxypyrrolidin-1-yl)pyridin-2-yl)-7-formyl-6-((2-carbonyloxazolidin-3-yl)methyl)-3,4-dihydro-1,8-naphthyridin-1(2H)-carboxamide